BrC=1C(=CC(=NC1)C=1C=NC(=NC1)C(F)(F)F)CNC(=O)C1N(C2CC1C2)S(=O)(=O)C2=CC=C(C=C2)F N-((5-bromo-2-(2-(trifluoromethyl)pyrimidin-5-yl)pyridin-4-yl)methyl)-2-((4-fluorophenyl)sulfonyl)-2-azabicyclo[2.1.1]hexane-3-carboxamide